OCCN1N=CC(=C1)C1=CC(=C(C(=N1)N1[C@H](CC1)C)C#N)C(F)(F)F 6-[1-(2-Hydroxyethyl)pyrazol-4-yl]-2-[(2S)-2-methylazetidin-1-yl]-4-(trifluoromethyl)pyridine-3-carbonitrile